8-(4-benzylpiperidin-1-yl)-7-fluoro[2]benzoxepino[3,4-f]-1,3-benzodioxol-11(6H)-one C(C1=CC=CC=C1)C1CCN(CC1)C1=C(C2=C(C(C=3C(=CC4=C(OCO4)C3)OC2)=O)C=C1)F